FC(C1=NC=C(C=C1)C(C)=O)(F)F 1-(2-(trifluoromethyl)pyridin-5-yl)ethan-1-one